4-Bromo-5-(3,4-difluorophenyl)-1-(2-fluorophenyl)-1H-pyrazol-3-amin BrC=1C(=NN(C1C1=CC(=C(C=C1)F)F)C1=C(C=CC=C1)F)N